SSC[C@H](N)C(=O)O S-mercaptocysteine